C(C)(C)(C)N(C(=O)OCC1(CC1)CN1CC(CCC1)F)[C@H](CC1(CCC(CC1)(O[Si](C)(C)C)C(C1=C(C(=CC=C1)F)Br)=O)C#N)C (1-((3-Fluoropiperidin-1-yl)methyl)cyclopropyl)methanol tert-butyl-((S)-1-(trans-4-(2-bromo-3-fluorobenzoyl)-1-cyano-4-((trimethylsilyl)oxy)cyclohexyl)propan-2-yl)carbamate